N-(5-bromopyrimidin-2-yl)acetamide BrC=1C=NC(=NC1)NC(C)=O